O=C1N(CC2=CC(=CC=C12)O[C@H]1[C@H](CCCC1)N1CC(C1)C1=CC=CC=C1)C1C(NC(CC1)=O)=O 3-(1-oxo-5-(((1R,2S)-2-(3-phenylazetidin-1-yl)cyclohexyl)oxy)isoindolin-2-yl)piperidine-2,6-dione